ClC1=NC2=CC=CC=C2C(=N1)C1=CC=CC2=C1OC1=C2C=CC=C1 2-chloro-4-(dibenzo[B,d]furan-4-yl)quinazoline